C1(=CC=CC=C1)C(N1C=NC=C1C=O)(C1=CC=CC=C1)C1=CC=CC=C1 1-(triphenylmethyl)-1H-imidazole-5-carbaldehyde